C(C1=CC=CC=C1)N1CC(CCC1)C1=CC=NC=2N1N=C(C2N(C)C)C 7-(1-Benzylpiperidin-3-yl)-N,N,2-trimethylpyrazolo[1,5-a]pyrimidin-3-amine